5-((2-(2-cyano-4-fluorophenyl)-2-azaspiro[3.3]heptan-6-yl)oxy)-2'-ethoxy-N-(thiazol-4-yl)-[2,3'-bipyridine]-6-carboxamide C(#N)C1=C(C=CC(=C1)F)N1CC2(C1)CC(C2)OC=2C=CC(=NC2C(=O)NC=2N=CSC2)C=2C(=NC=CC2)OCC